(S)-N-((R)-(3-chloro-4-fluorophenyl)(4-chlorophenyl)methyl)-5-oxopyrrolidine-3-carboxamide ClC=1C=C(C=CC1F)[C@H](NC(=O)[C@@H]1CNC(C1)=O)C1=CC=C(C=C1)Cl